NC1=C(C(=NN1C=1C=C(C(=O)O)C=CN1)C1=CC=CC=C1)CC1=CC=C(C=C1)S(N)(=O)=O 2-(5-amino-3-phenyl-4-(4-sulfamoylbenzyl)-1H-pyrazol-1-yl)isonicotinic acid